myristamidopropyl-trimethyl-ammonium C(CCCCCCCCCCCCC)(=O)NCCC[N+](C)(C)C